C(C)(C)C1=C(C(=O)NC2=CC=C3C=NN(C3=C2)C2=CN=NC(=C2)OC)C=CC=C1 2-isopropyl-N-(1-(6-methoxypyridazin-4-yl)-1H-indazol-6-yl)benzamide